4-((4-morpholino-1-(phenylthio)butan-2-yl)amino)-3-nitrobenzenesulfonamide O1CCN(CC1)CCC(CSC1=CC=CC=C1)NC1=C(C=C(C=C1)S(=O)(=O)N)[N+](=O)[O-]